aluminum-copper-lithium-cobalt-oxide [Co]=O.[Li].[Cu].[Al]